4,5,7-trichloro-8-fluoro-2-methylsulfanyl-pyrido[4,3-d]pyrimidine ClC=1C2=C(N=C(N1)SC)C(=C(N=C2Cl)Cl)F